C(C)(C)(C)OC(=O)N(C1=NC(=CC(=N1)C=1C(=C(C#N)C=CC1)C)C#C)C(=O)OC(C)(C)C 3-(2-bis(tert-butoxycarbonyl)amino-6-ethynylpyrimidin-4-yl)-2-methylbenzonitrile